O=CCCC(=O)OC=1NC=CC=C(C1)C(CC=1C=C(NC=CC1)OC(CCC=O)=O)C=1NC=CC=CC1 4,4'-((azepinyl (ethane-2,1-diyl)) bis(azepinyl)) bis(4-oxobutyrate)